(2E)-2-cyano-3-(3,4-dihydroxy-5-nitrophenyl)-N,N-diethylprop-2-enamide C(#N)/C(/C(=O)N(CC)CC)=C\C1=CC(=C(C(=C1)[N+](=O)[O-])O)O